(S)-2-((((9H-fluoren-9-yl)methoxy)carbonyl)amino)-3-(7-(3-acetamidophenyl)-1H-indol-3-yl)propanoic acid C1=CC=CC=2C3=CC=CC=C3C(C12)COC(=O)N[C@H](C(=O)O)CC1=CNC2=C(C=CC=C12)C1=CC(=CC=C1)NC(C)=O